6-{[2-(Difluoromethyl)-3-[5-(1,3-dioxolan-2-yl)pyridin-2-yl]phenyl]amino}-N-[(1R,2S)-2-fluorocyclopropyl]-8-(methylamino)imidazo[1,2-b]pyridazine-3-carboxamide FC(C1=C(C=CC=C1C1=NC=C(C=C1)C1OCCO1)NC=1C=C(C=2N(N1)C(=CN2)C(=O)N[C@H]2[C@H](C2)F)NC)F